ICCC1=CC=CC2=CC=CC=C12 1-(2-iodoethyl)naphthalene